bis(4-fluorophenyl)(3-methylpyridin-2-yl)phosphine oxide FC1=CC=C(C=C1)P(C1=NC=CC=C1C)(C1=CC=C(C=C1)F)=O